CC(=CCN(C(CN1CCN(CC1)C(C1=CC=C(C=C1)Cl)=O)=O)C=1C(N(C(N(C1)C)=O)C)=O)C N-(3-methylbut-2-en-1-yl)-N-(1,3-dimethyl-2,4-dioxo-1,2,3,4-tetrahydropyrimidin-5-yl)-2-(4-(4-chlorobenzoyl)piperazin-1-yl)acetamide